C(#N)C=1C=C(C(=O)O[Li])C=CC1C1CCN(CC1)C lithio 3-cyano-4-(1-methylpiperidin-4-yl)benzoate